1,2-bis(1,3-dioxolan-2-yl) ethylene 2-but-1,4-diyl diacetate C(C)(=O)OCCCCOC(C)=O.O1C(OCC1)C=CC1OCCO1